7-Bromo-4-methyl-3,4-dihydronaphthalen-1(2H)-one BrC1=CC=C2C(CCC(C2=C1)=O)C